[Na].C(#N)C1=NC=CC(=C1)C=1C(=C2CCCC2=CC1)NC(=O)NS(=O)(=O)C=1N=CC(N(C1)C(C)C)=O N-((5-(2-Cyanopyridin-4-yl)-2,3-dihydro-1H-inden-4-yl)carbamoyl)-4-isopropyl-5-oxo-4,5-dihydropyrazine-2-sulfonamide, sodium salt